thiobis(tert-octylphenol) S(C1=C(C=CC=C1C(C)(C)CC(C)(C)C)O)C1=C(C=CC=C1C(C)(C)CC(C)(C)C)O